(R or S)-2-(4-(2,6-dioxopiperidin-3-yl)-3,5-difluorophenyl)acetaldehyde O=C1NC(CC[C@@H]1C1=C(C=C(C=C1F)CC=O)F)=O |o1:6|